C[C@@H]1N(C[C@H](NC1)C)C1=NC(=NC2=CC(=C(C=C12)C(F)(F)F)C1=C(C=C(C2=C1N=C(S2)N)F)F)OC[C@]21CCCN1C[C@@H](C2)F 4-(4-((2S,5R)-2,5-dimethylpiperazin-1-yl)-2-(((2R,7aS)-2-fluorotetrahydro-1H-pyrrolizin-7a(5H)-yl)methoxy)-6-(trifluoromethyl)quinazolin-7-yl)-5,7-difluorobenzo[d]thiazol-2-amine